4,4-bis(dimethylbenzyl)biphenyl CC(C1=CC=CC=C1)(C1(CC=C(C=C1)C1=CC=CC=C1)C(C1=CC=CC=C1)(C)C)C